4-((4-acetyl-1-(4-methoxybenzyl)-6-oxo-1,6-dihydropyrimidin-5-yl)oxy)-3,5-dimethylbenzonitrile C(C)(=O)C=1N=CN(C(C1OC1=C(C=C(C#N)C=C1C)C)=O)CC1=CC=C(C=C1)OC